(2R,5S)-2-(1-(3-Fluoro-5-methylphenyl)-3-(1H-pyrrol-3-yl)-1H-pyrazol-4-yl)-5-methyl-3-(2-(2-Oxoindolin-6-yl)ethyl)oxazolidin-4-one FC=1C=C(C=C(C1)C)N1N=C(C(=C1)[C@H]1O[C@H](C(N1CCC1=CC=C2CC(NC2=C1)=O)=O)C)C1=CNC=C1